tert-butyl N-[3-(4-bromothiazol-2-yl)-1-bicyclo[1.1.1]pentanyl]carbamate BrC=1N=C(SC1)C12CC(C1)(C2)NC(OC(C)(C)C)=O